(4-dimethylaminophenyl)(2-hydroxyphenyl)(4-chlorophenyl)methane CN(C1=CC=C(C=C1)C(C1=CC=C(C=C1)Cl)C1=C(C=CC=C1)O)C